CC(=CCC[C@@](C)([C@H]1CC[C@@]2([C@@H]1[C@@H](C[C@H]3[C@]2(C[C@@H]([C@@H]4[C@@]3(CC[C@@H](C4(C)C)O)C)O)C)O)C)O)C The molecule is a tetracyclic triterpenoid sapogenin (isolated from ginseng and notoginseng) that is that is dammarane which is substituted by hydroxy groups at the 3beta, 6alpha, 12beta and 20 pro-S positions and in which a double bond has been introduced at the 24-25 position. It has a role as a metabolite. It is a tetracyclic triterpenoid, a sapogenin, a 3beta-hydroxy steroid, a 12beta-hydroxy steroid, a 6alpha-hydroxy steroid and a 3beta-hydroxy-4,4-dimethylsteroid. It derives from a hydride of a dammarane.